7-cyano-N-[(3-fluorophenyl)-methyl]-2-isopropyl-4-methyl-quinoline-3-carboxylic acid amide C(#N)C1=CC=C2C(=C(C(=NC2=C1)C(C)C)C(=O)NCC1=CC(=CC=C1)F)C